3-Chloro-6-(4-fluoro-3-pentafluoroethyl-phenyl)-2-trifluoromethyl-imidazo[1,2-a]pyrazine ClC1=C(N=C2N1C=C(N=C2)C2=CC(=C(C=C2)F)C(C(F)(F)F)(F)F)C(F)(F)F